C(CCCCCCCCCCC\C=C/CCCCCCCC)(=O)N erucic acid, Amide